NC1=NC=CC=C1C1=NC=2C(=NC(=CC2)N2N=CC=C2)N1C=1C=C2CC[C@@H](C2=CC1)NC(C1=C(C(=C(C=C1)OCC1=CC=CC=C1)C=O)F)=O (S)-N-(5-(2-(2-aminopyridin-3-yl)-5-(1H-pyrazol-1-yl)-3H-imidazo[4,5-b]pyridin-3-yl)-2,3-dihydro-1H-inden-1-yl)-4-(benzyloxy)-2-fluoro-3-formylbenzamide